(2-(((tert-butyldimethylsilyl)oxy)methyl)oxazol-4-yl)methanol [Si](C)(C)(C(C)(C)C)OCC=1OC=C(N1)CO